L-Histidinal N[C@@H](CC1=CNC=N1)C=O